NC1=NN2C(N=C(C=C2)C=2C=C3CN(C(C3=C(C2)NS(=O)(=O)C)=O)[C@@H](C)C2CC2)=C1C(=O)NC(C)C 2-amino-5-{2-[(1S)-1-cyclopropylethyl]-7-methanesulfonamido-1-oxo-2,3-dihydro-1H-isoindol-5-yl}-N-(propan-2-yl)pyrazolo[1,5-a]pyrimidine-3-carboxamide